3-[4-[1-(2-piperazin-1-ylacetyl)-4-piperidyl]anilino]piperidine-2,6-dione N1(CCNCC1)CC(=O)N1CCC(CC1)C1=CC=C(NC2C(NC(CC2)=O)=O)C=C1